3-(isoquinolin-4-yl)-1-(2-methoxypyridin-4-yl)-2-oxoimidazoline-4-carbonitrile C1=NC=C(C2=CC=CC=C12)N1C(N(CC1C#N)C1=CC(=NC=C1)OC)=O